1-Octyl-3-methylimidazolium hexafluorophosphate F[P-](F)(F)(F)(F)F.C(CCCCCCC)N1C=[N+](C=C1)C